C([C@@H]1[C@@H]([C@@H]([C@H]([C@H](O1)O[C@H]2[C@H]([C@H](O[C@@H]([C@@H]2O)O[C@H]3[C@H](OC([C@@H]([C@H]3O)O)O)CO)CO)O)O)O)O)O The molecule is a galactotriose consisting of two alpha-D-galactopyrase residues and a D-galactopyranose residue joined in sequence by (1->3) and (1->4) glycosidic bonds.